N[C@@H](C(=O)NC([2H])([2H])C1=C(C(=C(C(=C1[2H])[2H])[2H])[2H])[2H])C (R,S)-2-amino-N-((phenyl-d5)methyl-d2)propanamide